tris-(hydroxymethyl)phosphine oxide OCP(CO)(CO)=O